1-{2-[(tert-butoxycarbonyl)(quinolin-3-yl)amino]-6-fluorophenyl}-1H-pyrazole-5-carboxylic acid methyl ester COC(=O)C1=CC=NN1C1=C(C=CC=C1F)N(C=1C=NC2=CC=CC=C2C1)C(=O)OC(C)(C)C